BrC(C(=O)NC=1SC(=C(N1)C)OC1=CC(=CC=C1)F)C 2-bromo-N-(5-(3-fluorophenoxy)-4-methylthiazol-2-yl)propanamide